N-((1S)-1-cyclohexyl-2-((2-(4-methyl-2-oxoimidazolidin-1-yl)-2,3-dihydro-1H-inden-5-yl)amino)-2-oxoethyl)-1-methyl-1H-pyrazole-5-carboxamide C1(CCCCC1)[C@@H](C(=O)NC=1C=C2CC(CC2=CC1)N1C(NC(C1)C)=O)NC(=O)C1=CC=NN1C